4-(7-fluoroimidazo[1,2-a]pyridin-3-yl)-7-[[6-[(isopropylamino)-methyl]-5-tetrahydropyran-4-yl-2-pyridyl]amino]isoindolin-1-one Formic acid salt C(=O)O.FC1=CC=2N(C=C1)C(=CN2)C2=C1CNC(C1=C(C=C2)NC2=NC(=C(C=C2)C2CCOCC2)CNC(C)C)=O